BrC1=C(C=C2C(=NN(C2=C1)C)N1C(NC(CC1)=O)=O)F 1-(6-Bromo-5-fluoro-1-methyl-1H-indazol-3-yl)dihydropyrimidine-2,4(1H,3H)-dione